C(CCCCCC)(=O)OCC=C allyl heptanoate